4-benzyloxy-1-(2-bromo-4-fluoro-phenyl)-6-chloro-pyrazolo[3,4-d]pyrimidine C(C1=CC=CC=C1)OC1=C2C(=NC(=N1)Cl)N(N=C2)C2=C(C=C(C=C2)F)Br